CC=1C(=NNC1)S[C@@H](C)C1=CC(=NC=C1)NC(=O)C1=NC2=CC=CC=C2C=C1 (S)-N-(4-(1-((4-methyl-1H-pyrazol-3-yl)thio)ethyl)pyridin-2-yl)quinoline-2-carboxamide